C(C)(C)(C)OC(N(C)CC1=CN(C(=C1)C1=C(C=CC=C1)F)S(=O)(=O)C1=CC(=CC=C1)NCC(=O)NC)=O tert-butyl((5-(2-fluorophenyl)-1-((3-((2-(methylamino)-2-oxoethyl)amino)phenyl)sulfonyl)-1H-pyrrol-3-yl)methyl)(methyl)carbamate